tert-Butyl ((3S,4S)-4-(methoxy-d3)pyrrolidin-3-yl)carbamate C(O[C@@H]1[C@H](CNC1)NC(OC(C)(C)C)=O)([2H])([2H])[2H]